3-(1-Oxo-5-(3-phenylisoxazol-4-yl)isoindolin-2-yl)piperidine-2,6-dione O=C1N(CC2=CC(=CC=C12)C=1C(=NOC1)C1=CC=CC=C1)C1C(NC(CC1)=O)=O